CC1=C(C(=CC=C1)C)C1=NC=2NS(C=3C=CC=C(C(NC[C@@H](OC(=C1)N2)C)=O)C3)(=O)=O (10S)-6-(2,6-Dimethylphenyl)-10-methyl-2,2-dioxo-9-oxa-2λ6-thia-3,5,12,19-tetrazatricyclo[12.3.1.14,8]nonadeca-1(18),4(19),5,7,14,16-hexaen-13-one